FC1=C(C=CC(=C1)F)C1=CC(=NO1)C(=O)N1CC2=CC=CC=C2C(C1)C1=C2N(N=C1)CCC2 [5-(2,4-difluorophenyl)isoxazole-3-yl]-[4-(5,6-dihydro-4H-pyrrolo[1,2-b]pyrazol-3-yl)-3,4-dihydro-1H-isoquinolin-2-yl]methanone